[Si](C)(C)(C(C)(C)C)OC1=CC=C2C3=C(C(OC2=C1)=O)C=CC(=C3)C#CCO 3-((tert-butyldimethylsilyl)oxy)-9-(3-hydroxyprop-1-yn-1-yl)-6H-benzo[c]chromen-6-one